BrC=1C(=C(C(=CC1)Br)CC=O)F 2-(3,6-dibromo-2-fluorophenyl)acetaldehyde